BrC=1C=C2C(=NC1)NN=N2 6-bromo-3H-[1,2,3]triazolo-[4,5-b]pyridine